FC=1C=C(C=C(C1)F)NC1=NS(C2=C1C=C(C=C2)OC)(=O)=O 3-((3,5-difluorophenyl)amino)-5-methoxybenzo[d]isothiazole 1,1-dioxide